2-(4-acrylamidophenyl)-4-amino-3-(3-methoxy-4-((4-methylpyrimidin-2-yl)oxy)phenyl)-1-methyl-1H-pyrrolo[3,2-c]pyridine-7-carboxamide C(C=C)(=O)NC1=CC=C(C=C1)C1=C(C=2C(=NC=C(C2N1C)C(=O)N)N)C1=CC(=C(C=C1)OC1=NC=CC(=N1)C)OC